FC(OC1=C(C=C(C=C1)S(=O)(=O)C(C(C)O)C)C1=NN(C=C1NC(=O)C=1C=NN2C1N=CC=C2)C)F N-[3-[2-(difluoromethoxy)-5-(2-hydroxy-1-methyl-propyl)sulfonyl-phenyl]-1-methyl-pyrazol-4-yl]pyrazolo[1,5-a]pyrimidine-3-carboxamide